FC(C(=O)O)(F)F.C(C)NS(=O)(=O)N ethylaminosulfonamide 2,2,2-trifluoroacetate